(R)-2-methyl-N-(5-(5-(1-methylcyclopropyl)-1,2,4-oxadiazol-3-yl)-2,3-dihydro-1H-inden-1-yl)oxazole-5-carboxamide CC=1OC(=CN1)C(=O)N[C@@H]1CCC2=CC(=CC=C12)C1=NOC(=N1)C1(CC1)C